S(=O)(=O)(ON1[C@@H]2CC[C@H](N(C1=O)C2)C(NC(=O)C2CCCC2)=N)O (2S,5R)-2-(N-(cyclopentanecarbonyl) carbamimidoyl)-7-oxo-1,6-diazabicyclo[3.2.1]octan-6-yl hydrogen sulfate